C(C)OS(=O)(=O)C1=CC=C(C=C1)C.CC1NCCOC1 (3-methylmorpholine) ethyl-4-methylbenzenesulfonate